[N+](=O)([O-])C1=C(COC2=CC=C(OCCOCCNC3CCCCC3)C=C2)C=CC=C1 N-(2-(2-(4-(2-nitrobenzyloxy)phenoxy)ethoxy)ethyl)cyclohexylamine